N-Hydroxyaminocyclohexylformamid ONN(C=O)C1CCCCC1